NC1=NC(=NN2C1=NC=C2CC=2C=C(C(=NC2)N2CCN(CC2)CC(=O)N(C)C)C)OCCCC (4-(5-((4-amino-2-butoxyimidazo[2,1-f][1,2,4]triazin-7-yl)methyl)-3-methylpyridin-2-yl)piperazin-1-yl)-N,N-dimethylacetamide